CC1=CC(=NC=N1)C1=NOC(=N1)[C@H](C)NC(OC(C)(C)C)=O tert-butyl (S)-(1-(3-(6-methylpyrimidin-4-yl)-1,2,4-oxadiazol-5-yl)ethyl)carbamate